CN(CCOC(C1=CC=C(C=C1)N)=O)C para-aminobenzoic acid-2-dimethylaminoethyl ester